2-(4-(1H-imidazol-1-yl)phenyl)-5-methyl-4-((4-(4-(trifluoromethoxy)phenyl)-3,6-dihydropyridin-1(2H)-yl)methyl)oxazole N1(C=NC=C1)C1=CC=C(C=C1)C=1OC(=C(N1)CN1CCC(=CC1)C1=CC=C(C=C1)OC(F)(F)F)C